N1,N2-bis(3-ethylpentan-3-yl)ethane-1,2-diamine C(C)C(CC)(CC)NCCNC(CC)(CC)CC